[C@H]12COC[C@@H]2C1NC(=O)C=1C=C(C2=C([C@H](CO2)C2=CC=C(C=C2)F)C1)C(=O)NC |o1:14| (R*)-N5-((1R,5S,6r)-3-Oxabicyclo[3.1.0]hexan-6-yl)-3-(4-fluorophenyl)-N7-methyl-2,3-dihydrobenzofuran-5,7-dicarboxamide